5-CHLORO-1H-PYRROLO[2,3-B]PYRIDINE-3-CARBALDEHYDE ClC=1C=C2C(=NC1)NC=C2C=O